4-(4-chloro-7-((2-(trimethylsilyl)ethoxy)methyl)-7H-pyrrolo[2,3-d]pyrimidin-6-yl)aniline ClC=1C2=C(N=CN1)N(C(=C2)C2=CC=C(N)C=C2)COCC[Si](C)(C)C